C1(=CC=CC=C1)C=1N=C2N(C=C(C=C2C2=CC=CC=C2)C2=CC=C(C(=O)N)C=C2)C1 4-(2,8-diphenylimidazo[1,2-a]pyridin-6-yl)benzamide